6-chloro-N-{3-[2-(4-chloro-3-fluorophenoxy)acetamido]bicyclo[1.1.1]pentan-1-yl}-4-(3,3,4,4,4-pentafluorobutyryl)-3,4-dihydro-2H-1,4-benzoxazine-2-carboxamide ClC=1C=CC2=C(N(CC(O2)C(=O)NC23CC(C2)(C3)NC(COC3=CC(=C(C=C3)Cl)F)=O)C(CC(C(F)(F)F)(F)F)=O)C1